ClC=1C(=C(C=CC1)C(/C=C/C1=C(OC2CC(C2)C(=O)O)C=C(C=C1)C(F)(F)F)=O)O 3-[2-[(E)-3-(3-chloro-2-hydroxy-phenyl)-3-oxo-prop-1-enyl]-5-(trifluoromethyl)phenoxy]cyclobutanecarboxylic acid